BrC1=NN(C(=C1)C(=O)NC1=C(C=C(C=C1C(N)=O)Cl)C)C1=NC=CC=C1Cl 3-bromo-N-(4-chloro-2-methyl-6-(carbamoyl)phenyl)-1-(3-chloro-2-pyridinyl)-1H-pyrazole-5-carboxamide